N1,N1'-(biphenyl-4,4'-diyl)bis(N1-(naphthalen-1-yl)-N4,N4-diphenyl-benzene-1,4-diamine) C1(=CC=C(C=C1)N(C1=CC=C(C=C1)N(C1=CC=CC=C1)C1=CC=CC=C1)C1=CC=CC2=CC=CC=C12)C1=CC=C(C=C1)N(C1=CC=C(C=C1)N(C1=CC=CC=C1)C1=CC=CC=C1)C1=CC=CC2=CC=CC=C12